(3R,4S)-3-cyclopropyl-1-[5-[1-(difluoromethyl)pyrazol-4-yl]-1,3-benzothiazol-7-yl]-4-methyl-2-oxopyrrolidine-3-carbonitrile C1(CC1)[C@]1(C(N(C[C@H]1C)C1=CC(=CC=2N=CSC21)C=2C=NN(C2)C(F)F)=O)C#N